N[C@H]1CN(CCC1)C(=O)NC1=NC=CC(=C1)OC1=C(C=C(C=C1)NC(=O)C=1NC(N(C1C)C1=CC=C(C=C1)F)=O)F (R)-3-amino-N-(4-(2-fluoro-4-(1-(4-fluorophenyl)-5-methyl-2-oxo-2,3-dihydro-1H-imidazole-4-carboxamido)phenoxy)pyridin-2-yl)piperidine-1-carboxamide